5-(2,4-dimethylphenyl)-1,3-Cyclohexanedione CC1=C(C=CC(=C1)C)C1CC(CC(C1)=O)=O